(S)-quinuclidin-3-yl((R)-7-fluoro-2,2-dimethyl-6-(3-propylphenyl)-1,2,3,4-tetrahydronaphthalen-1-yl)carbamate N12C[C@H](C(CC1)CC2)OC(N[C@@H]2C(CCC1=CC(=C(C=C21)F)C2=CC(=CC=C2)CCC)(C)C)=O